5-methyl-4-(methylamino)tetrahydro-2H-pyran-3,5-diol sulfate S(=O)(=O)(O)O.CC1(C(C(COC1)O)NC)O